N1(CCC(CC1)C(=O)[O-])C(=O)OC methyl piperidine-1,4-dicarboxylate